[Si](C1=CC=CC=C1)(C1=CC=CC=C1)(C(C)(C)C)O[C@H]1C[C@H]2CCCN2C1 (2S,7aR)-2-((tert-butyldiphenylsilyl)oxy)hexahydro-1H-pyrrolizine